BrC=1C=C(C=CC1OCOC)C=1SC2=C(N1)C=C(C(=C2)C(COC2=C(C=CC(=C2)C)S(=O)(=O)OCC)NC)C ethyl 2-(2-(2-(3-bromo-4-(methoxymethoxy)phenyl)-5-methylbenzothiazol-6-yl)(methyl)aminoethoxy)4-methylbenzenesulfonate